(cis)-2-(4-(7-carbamoyl-benzo[d]imidazo[2,1-b]thiazol-2-yl)-3-fluorophenyl)-4-hydroxypyrrolidine-1-carboxylic acid tert-butyl ester C(C)(C)(C)OC(=O)N1[C@H](C[C@H](C1)O)C1=CC(=C(C=C1)C=1N=C2SC3=C(N2C1)C=CC(=C3)C(N)=O)F